NC1=C2C(=CN=C1)SC(=C2)C(=O)OCC ethyl 4-aminothieno[2,3-c]pyridine-2-carboxylate